1-amino-1H-isoindole-3-amine NC1N=C(C2=CC=CC=C12)N